N-(4-(methylthio)phenyl)naphthalene-2-amine CSC1=CC=C(C=C1)NC1=CC2=CC=CC=C2C=C1